FC1=CC=C(CN2C=CC3=CC(=CC=C23)C(=O)OC)C=C1 Methyl 1-(4-fluorobenzyl)-1H-indole-5-carboxylate